NC=1C(=NC(=CC1)C(=O)NC=1C=C2C(=NC1)N=C(S2)N2CCOCC2)C=2C=NC=CC2 amino-N-(2-morpholinothiazolo[4,5-b]pyridin-6-yl)-[2,3'-bipyridine]-6-carboxamide